3-(Difluoromethyl)-5-[(3'R)-6,7-dihydrospiro[pyrazolo[5,1-c][1,4]oxazine-4,3'-pyrrolidin]-2-yl]pyridin-2-amine FC(C=1C(=NC=C(C1)C1=NN2C(=C1)[C@@]1(CNCC1)OCC2)N)F